C(C)(C)(C)OC(=O)C=1N=CSC1N(CC1=CC=C(C=C1)OC)S(=O)(=O)C1=CC(=C(C(=C1)F)Br)F 5-[(4-bromo-3,5-difluoro-phenyl)sulfonyl-[(4-methoxyphenyl)methyl]amino]thiazole-4-carboxylic acid tert-butyl ester